2-ethyl-6-methyl-N-(((1S,2S)-2-phenylcyclopropyl)methyl)thieno[2,3-d]pyrimidin-4-amine C(C)C=1N=C(C2=C(N1)SC(=C2)C)NC[C@@H]2[C@H](C2)C2=CC=CC=C2